2-amino-2-(2-fluoro-3-(trifluoromethoxy)phenyl)-6-hydroxycyclohexane-1-one NC1(C(C(CCC1)O)=O)C1=C(C(=CC=C1)OC(F)(F)F)F